C1(CC1)C1=CC(=NN1)NC1=NC(=NC2=CC=CC=C12)C=1C=NC(=CC1)N1CCNCC1 N-(5-cyclopropyl-1H-pyrazol-3-yl)-2-(6-(piperazin-1-yl)pyridin-3-yl)quinazolin-4-amine